8-((3R,5S)-3-amino-5-methylpiperidine-1-yl)quinoxaline-5-carbonitrile N[C@H]1CN(C[C@H](C1)C)C1=CC=C(C=2N=CC=NC12)C#N